6-(2-(5-(difluoromethoxy)pyrimidin-2-yl)cyclobutyl)-4-oxo-1-(1-(6-(trifluoromethyl)pyridin-3-yl)ethyl)-4,5-dihydro-1H-pyrazolo[3,4-d]pyrimidine-3-carbonitrile FC(OC=1C=NC(=NC1)C1C(CC1)C=1NC(C2=C(N1)N(N=C2C#N)C(C)C=2C=NC(=CC2)C(F)(F)F)=O)F